5-[2-tert-butyl-5-(4-fluoro-phenyl)-3H-imidazol-4-yl]-3-(1(R),2,2-trimethyl-propyl)-3H-imidazol C(C)(C)(C)C1=NC(=C(N1)C1=CN(C=N1)[C@@H](C(C)(C)C)C)C1=CC=C(C=C1)F